2-methoxy-5-{2-[2-(prop-2-yl)phenyl]ethyl}phenol COC1=C(C=C(C=C1)CCC1=C(C=CC=C1)C(C)C)O